(2R)-4-(morpholin-4-yl)-1-(phenylsulfanyl)butan-2-amine dihydrochloride Cl.Cl.N1(CCOCC1)CC[C@H](CSC1=CC=CC=C1)N